NC1=C(C(=NN1C1=C(C=C(C=C1Cl)C(F)(F)F)Cl)C#N)[S@@](=O)C(F)(F)F (R,S)-5-Amino-1-[2,6-dichloro-4-(trifluoromethyl)phenyl]-4-(trifluoromethylsulfinyl)pyrazole-3-carbonitrile